1-(4-(2'-(2,6-difluoro-3,5-dimethoxyphenyl)-3'-oxo-2',3'-dihydro-1'H-spiro[cyclopropane-1,4'-[2,7]naphthyridin]-6'-yl)-5-methyl-1H-pyrazol-1-yl)cyclobutanecarbonitrile FC1=C(C(=C(C=C1OC)OC)F)N1CC2=CN=C(C=C2C2(C1=O)CC2)C=2C=NN(C2C)C2(CCC2)C#N